carbonyl cyanide-trifluoromethoxyphenyl hydrazone FC(ON(N=C(C#N)C#N)C1=CC=CC=C1)(F)F